(R)-6-bromo-8-(1-methoxyethyl)imidazo[1,2-a]Pyridine BrC=1C=C(C=2N(C1)C=CN2)[C@@H](C)OC